FC=1C=C(C=CC1)C1=C(C=C2C(C(COC2=C1)(C)C)NC(O[C@@H]1CN2CCC1CC2)=O)OC (S)-quinuclidin-3-yl (7-(3-fluorophenyl)-6-methoxy-3,3-dimethylchroman-4-yl)carbamate